5-{[2-(4-Carboxyphenyl)ethyl][2-(2-{[4-(5-chloro-1,3-benzoxazol-2-yl)benzyl]oxy}-5-fluorophenyl)-ethyl]amino}-5,6,7,8-tetrahydroquinoline-2-carboxylic acid C(=O)(O)C1=CC=C(C=C1)CCN(C1C=2C=CC(=NC2CCC1)C(=O)O)CCC1=C(C=CC(=C1)F)OCC1=CC=C(C=C1)C=1OC2=C(N1)C=C(C=C2)Cl